[Si](C)(C)(C(C)(C)C)O[C@@H]1CN(CC[C@H]1N1C([C@@H](CC1)O)=O)C1=NC=C(C#N)C=C1 6-((3R,4R)-3-((tert-butyldimethylsilyl)oxy)-4-((R)-3-hydroxy-2-oxopyrrolidin-1-yl)piperidine-1-yl)nicotinonitrile